(3R,8R*)-tert-butyl 11,11-difluoro-8-(((methoxycarbonyl)amino)methyl)-3-methyl-3,4,8,9,10,11-hexahydro-1H-pyrido[4',3':3,4]pyrazolo[1,5-a]azepine-2(7H)-carboxylate FC1(C=2N(C[C@H](CC1)CNC(=O)OC)N=C1C2CN([C@@H](C1)C)C(=O)OC(C)(C)C)F |o1:5|